(S)-N-(5-((3-acetyl-3-azaspiro[5.5]undec-9-yl)ethynyl)-2-(3,4-dimethylpiperazin-1-yl)phenyl)-6-oxo-4-(trifluoromethyl)-1,6-dihydropyridine-3-carboxamide C(C)(=O)N1CCC2(CC1)CCC(CC2)C#CC=2C=CC(=C(C2)NC(=O)C2=CNC(C=C2C(F)(F)F)=O)N2C[C@@H](N(CC2)C)C